methyl (1R,2S,5S)-3-((R)-2-methoxybutanoyl)-6,6-dimethyl-3-azabicyclo[3.1.0]hexane-2-carboxylate CO[C@@H](C(=O)N1[C@@H]([C@H]2C([C@H]2C1)(C)C)C(=O)OC)CC